CC1(OB(OC1(C)C)C=1C(=NC=CC1)OCC(F)(F)F)C 3-(4,4,5,5-tetramethyl-1,3,2-dioxaborolan-2-yl)-2-(2,2,2-trifluoroethoxy)pyridine